ethyl 5-((3-fluorophenyl)(hydroxy)methyl)-3-methylisoxazole-4-carboxylate FC=1C=C(C=CC1)C(C1=C(C(=NO1)C)C(=O)OCC)O